(5-(2-(1,3-dioxolan-2-yl)pyridin-3-yl)-5-oxo-3-(trifluoromethyl)pentyl)carbamic acid tert-butyl ester C(C)(C)(C)OC(NCCC(CC(=O)C=1C(=NC=CC1)C1OCCO1)C(F)(F)F)=O